3,3-difluoro-1-(6-fluoro-2,3-dihydrobenzo[f][1,4]oxazepin-4(5H)-yl)-2,2-dimethylpropan-1-one FC(C(C(=O)N1CCOC2=C(C1)C(=CC=C2)F)(C)C)F